2-methoxyethyl (1S,2R,5R)-3-((6-(4-ethylphenoxy)pyridin-3-yl)sulfonyl)-2-(hydroxycarbamoyl)-3,8-diazabicyclo-[3.2.1]octane-8-carboxylate C(C)C1=CC=C(OC2=CC=C(C=N2)S(=O)(=O)N2[C@H]([C@@H]3CC[C@H](C2)N3C(=O)OCCOC)C(NO)=O)C=C1